5-chloro-3-(6-((3S,5R)-3,5-dimethylpiperazin-1-yl)-4-fluoropyridin-2-yl)pyrazolo[1,5-a]pyridine ClC1=CC=2N(C=C1)N=CC2C2=NC(=CC(=C2)F)N2C[C@@H](N[C@@H](C2)C)C